C(#N)C=1C=2CCCC2C(=C2CCCC12)NC(=O)NS(=O)(=O)C=1SC=C(C1)C(C)(C)O N-(8-cyano-1,2,3,5,6,7-hexahydros-indacen-4-ylcarbamoyl)-4-(2-hydroxypropan-2-yl)thiophene-2-sulfonamide